3-(4-chloro-3-methylbenzyl)-1-methyl-1-(1-(pyrimidine-4-carbonyl)piperidin-3-yl)urea ClC1=C(C=C(CNC(N(C2CN(CCC2)C(=O)C2=NC=NC=C2)C)=O)C=C1)C